FC=1C=NC(=NC1)C=1C=C(C=CC1C)NC(=O)N1[C@H]2[C@H](C[C@@H]1CC2)C (1R,2S,4S)-N-[3-(5-fluoropyrimidin-2-yl)-4-methylphenyl]-2-methyl-7-azabicyclo[2.2.1]heptane-7-carboxamide